3-bromo-2,4-dimethyl-pyridine BrC=1C(=NC=CC1C)C